C(#N)C1=NC=CC(=C1)OCC1CCC(CC1)C(=O)O 4-[(2-cyano-4-pyridyl)oxymethyl]cyclohexanecarboxylic acid